NC1=NC=CC=C1C1=NC=2C(=NC(=CC2)C2=NN(N=C2)CC)N1C1=CC=C(CN2CCC(CC2)NC2=NC(=NC=C2)C#N)C=C1 4-((1-(4-(2-(2-aminopyridin-3-yl)-5-(2-ethyl-2H-1,2,3-triazol-4-yl)-3H-imidazo[4,5-b]pyridin-3-yl)benzyl)piperidin-4-yl)amino)pyrimidine-2-carbonitrile